5-(3-Chlorophenyl)-6-(2,2-difluoroethoxy)pyridin ClC=1C=C(C=CC1)C=1C=CC=NC1OCC(F)F